Boron-cobalt-aluminum [Al].[Co].[B]